RAC-(3R,4R)-4-fluoro-3-methoxypiperidine F[C@H]1[C@@H](CNCC1)OC |r|